5-((2-(4-(((6-Chloro-1H-benzo[d]imidazol-2-yl)methyl)amino)butoxy)ethyl)amino)benzo[c][2,6]naphthyridine-8-carboxamide ClC=1C=CC2=C(NC(=N2)CNCCCCOCCNC2=NC3=C(C4=CN=CC=C24)C=CC(=C3)C(=O)N)C1